(4-{6,6-difluoro-3-azabicyclo[3.1.0]hex-3-yl}-2-methylphenyl)methanol FC1(C2CN(CC12)C1=CC(=C(C=C1)CO)C)F